FC=1C=C(COC2=NC(N3C(N4[C@@]5(CO[C@H](C4)C5)C3)=C2)=O)C=C(C1OC1=CC(=NC=C1)C)F (3S,11aR)-7-((3,5-difluoro-4-((2-methyl-pyridin-4-yl)oxy)benzyl)oxy)-3,4-dihydro-1H,9H,11H-3,11a-methanopyrimido[6',1':2,3]imidazo[5,1-c][1,4]oxazin-9-one